2-[(4-{[2-Amino-4-(pentylamino)-5H-pyrrolo[3,2-d]pyrimidin-5-yl]methyl}-3-methoxyphenyl)methoxy]acetic acid NC=1N=C(C2=C(N1)C=CN2CC2=C(C=C(C=C2)COCC(=O)O)OC)NCCCCC